C1[C@H]2[C@H](CO[C@@H]2C3=CC4=C(C=C3)OCO4)[C@H](O1)C5=CC(=C(C=C5)O)O The molecule is a catechol resulting from the hydrolysis of one of the two methylene acetal groups in (+)-sesamin. Found as a product of (+)-sesamin in rat liver homogenate and also produced from sesamin by an enzyme (SesA) found in Sinomonas species. no. 22 growing on sesamin. It is a member of benzodioxoles, a lignan, a catechol and a furofuran. It derives from a (+)-sesamin.